CN(C1CC2(C3=CC(=CC=C13)B(O)O)CC2)C (3'-(dimethylamino)-2',3'-dihydrospiro[cyclopropan-1,1'-inden]-6'-yl)boronic acid